CC1CN(CC=2N1N=CC2)C(=O)[O-] 7-methyl-6,7-dihydro-4H-pyrazolo[1,5-a]pyrazine-5-carboxylate